4-(3-Methoxy-4-{[4-methyl-2-(trifluoromethyl)phenoxy]methyl}phenyl)-2H,4H,5H,6H,7H-pyrazolo[3,4-b]pyridin-6-on COC=1C=C(C=CC1COC1=C(C=C(C=C1)C)C(F)(F)F)C1C=2C(NC(C1)=O)=NNC2